methyl {(6S)-4-[4'-(2-t-butoxy-2-oxoethoxy)-3'-fluoro[1,1'-biphenyl]-4-yl]-2,3,9-trimethyl-6H-thieno[3,2-f][1,2,4]triazolo[4,3-a][1,4]diazepin-6-yl}acetate C(C)(C)(C)OC(COC1=C(C=C(C=C1)C1=CC=C(C=C1)C1=N[C@H](C=2N(C3=C1C(=C(S3)C)C)C(=NN2)C)CC(=O)OC)F)=O